5-chloro-2-(3-tert-butyl-5-methylphenyl)-3-methylpyrazine ClC=1N=C(C(=NC1)C1=CC(=CC(=C1)C)C(C)(C)C)C